ClC1=CC(=C(C=O)C=C1)OC1=CC=C(C=C1)C1=CN=C(N1C)\C=C\CCC (E)-4-chloro-2-(4-(1-methyl-2-(pent-1-en-1-yl)-1H-imidazol-5-yl)phenoxy)benzaldehyde